C(C(=C)C)(=O)OCCOCCOCCOC(C(=C)C)=O triethylene glycol di(methacrylate)